C=C1CCN2CC(CC12CO)=C (1,6-dimethylenetetrahydro-1H-pyrrolizin-7a(5H)-yl)methanol